BrC=1C(=CC(=C(C1)C1=NOC(C1)(C(=O)OCC)C)Cl)F ethyl 3-(5-bromo-2-chloro-4-fluoro-phenyl)-5-methyl-4H-isoxazole-5-carboxylate